di(diisooctyl-phosphoryl)methyl-glycolic acid C(CCCCC(C)C)P(=O)(CCCCCC(C)C)C(P(=O)(CCCCCC(C)C)CCCCCC(C)C)C(C(=O)O)O